COC(NS(=O)(=O)C=1SC(=C(C1C1=C(C=C(C=C1F)CN1C(=NC=C1)Cl)F)C)CC(C)C)=O (3-(4-((2-Chloro-1H-imidazol-1-yl)methyl)-2,6-difluorophenyl)-5-isobutyl-4-methylthiophene-2-yl)sulfonylcarbamic acid methyl ester